C(=O)C=1C=C2C=C(NC2=CC1)C#N 5-Formyl-1H-indole-2-carbonitrile